tert-butyl (3R)-3-((2S)-1-((S)-4-benzyl-2-oxooxazolidin-3-yl)-3-(3-(((benzyloxy)carbonyl)amino)-2,3-dihydrobenzofuran-5-yl)-1-oxopropan-2-yl)pyrrolidine-1-carboxylate C(C1=CC=CC=C1)[C@@H]1N(C(OC1)=O)C([C@@H](CC=1C=CC2=C(C(CO2)NC(=O)OCC2=CC=CC=C2)C1)[C@@H]1CN(CC1)C(=O)OC(C)(C)C)=O